CC1(N(CCNC1)S(=O)(=O)C1=C(C=C(C=C1)[N+](=O)[O-])N1CCCC1)C1=CC=CC=C1 methyl-1-(4-nitro-2-pyrrolidin-1-ylphenyl)sulfonyl-2-phenylpiperazine